O1C(=NC2=C1C=CC=C2)C2=CN=C(C=C2C(=O)O)N2CCCC1=CC=CC=C21 5-(benzo[d]oxazol-2-yl)-2-(3,4-dihydro-quinolin-1(2H)-yl)isonicotinic acid